COC=1C=C2C(CN(CC2=CC1NC=1N=NC(=C(N1)NC1=CC=CC=C1)C(=O)N)C)(C)C ((6-methoxy-2,4,4-trimethyl-1,2,3,4-tetrahydroisoquinolin-7-yl)amino)-5-(phenylamino)-1,2,4-triazine-6-carboxamide